NC1=CC(=C(C=C1)C1CCN(CC1)C1CCC(CC1)CNC(OC(C)(C)C)=O)F tert-butyl (((1s,4s)-4-(4-(4-amino-2-fluorophenyl)piperidin-1-yl)cyclohexyl)methyl)carbamate